octadecyl-aspartamide C(CCCCCCCCCCCCCCCCC)N[C@@H](CC(=O)N)C(=O)N